[Pd](Cl)Cl.C(CCCC)[Fe]CCCCC dipentyl-iron palladium dichloride